CN(C1=CC=C(C=C1)C=1N=C(C=2C=CC=NC2C1)NCC=1OC=CC1)C 7-[4-(dimethylamino)phenyl]-N-(2-furylmethyl)-1,6-naphthyridin-5-amine